CC(=O)N[C@@H]1[C@H](C[C@@](O[C@H]1[C@@H]([C@@H](CO)O)O)(C(=O)O)O[C@H]2[C@H]([C@H](O[C@H]([C@@H]2O)O[C@@H]3[C@H]([C@@H](O[C@@H]([C@H]3O)CO)O[C@H]4[C@H]([C@H](O[C@H]([C@@H]4O)O[C@@H]5[C@H]([C@@H](O[C@@H]([C@H]5O)CO)O)NC(=O)C)CO)O)NC(=O)C)CO)O)O The molecule is an amino pentasaccharide consisting of a linear sequence of N-acetyl-alpha-neuraminyl, beta-D-galactosyl, N-acetyl-beta-DD-glucosaminyl, beta-D-galactosyl and N-acetyl-beta-DD-glucosamine residues linked respectively (2->3), (1->3), (1->3) and (1->3). It has a role as an epitope. It is an amino pentasaccharide and a glucosamine oligosaccharide.